(S or R)-4-((3-methoxyphenyl)(phenyl)methyl)piperidine COC=1C=C(C=CC1)[C@@H](C1CCNCC1)C1=CC=CC=C1 |o1:8|